FC(C(F)F)(OCOC(C(F)F)(F)F)F bis(1,1,2,2-tetrafluoroethoxy)methane